N-(6-((3-(3-aminoprop-1-yn-1-yl)phenyl)amino)-6-oxohexyl)-4-((9-chloro-7-(2-fluoro-6-methoxyphenyl)-5H-benzo[c]pyrimido[4,5-e]azepin-2-yl)amino)-2-methoxybenzamide NCC#CC=1C=C(C=CC1)NC(CCCCCNC(C1=C(C=C(C=C1)NC=1N=CC2=C(C3=C(C(=NC2)C2=C(C=CC=C2OC)F)C=C(C=C3)Cl)N1)OC)=O)=O